tert-butyl 4-iodo-piperidine-1-carboxylate IC1CCN(CC1)C(=O)OC(C)(C)C